ClC1=C2CCC(C2=CC(=C1)F)(C(=O)OC)C (4-Chloro-6-fluoro-1-(methoxycarbonyl)-2,3-dihydro-1H-inden-1-yl)methane